(2-chloro-5-fluoropyrimidin-4-yl)-N,N-dimethylbenzothiazol-2-amine ClC1=NC=C(C(=N1)C1=CC=CC2=C1N=C(S2)N(C)C)F